CC1=C(C(=CC=C1)C(F)(F)F)COC1=CC=C(C=C1)N1C(NC2(C1=O)CCCC2)=O 3-(4-{[2-methyl-6-(trifluoromethyl)phenyl]methoxy}phenyl)-1,3-diazaspiro[4.4]nonane-2,4-dione